CN1[C@@H](CCC1)CNC1=NN=C(C2=CC=CC=C12)C1=C(C=C(C=C1)C(F)(F)F)O 2-[4-({[(2S)-1-methylpyrrolidin-2-yl]methyl}amino)phthalazin-1-yl]-5-(trifluoromethyl)phenol